C1(CC1)N1N=C(C=C1)CCC(=O)[O-] 3-(1-cyclopropyl-1H-pyrazol-3-yl)propanoate